P(=O)(O)(O)C1=C(N=C(N1)C(CC(=O)N)C(=O)N)NC1[C@H](O)[C@H](O)[C@H](O1)CO phosphoribosylaminoimidazole-succinamide